(R)-tetrahydrofuran-3-yl chloroformate ClC(=O)O[C@H]1COCC1